C(C)(C)(C)C=1C=CC(=C(NC2=CC=C(C=C2)NC(OC(C)(C)C)=O)C1)[N+](=O)[O-] tert-butyl N-[4-(5-tert-butyl-2-nitro-anilino)phenyl]carbamate